N-(1-(2-furyl)prop-2-yn-1-yl)aniline O1C(=CC=C1)C(C#C)NC1=CC=CC=C1